NC1=CC=C(C=C1)CC=O para-aminophenylacetaldehyde